(trifluoromethoxy)pyridin FC(OC1=NC=CC=C1)(F)F